COC([C@@H](NC(=O)OC(C)(C)C)CO)=O (Tert-butoxycarbonyl)serine methyl ester